7-((8-azabicyclo[3.2.1]oct-3-ylidene)methyl)-2-(((S)-pent-2-yl)oxy)imidazo[2,1-f][1,2,4]triazin-4-amine C12CC(CC(CC1)N2)=CC2=CN=C1C(=NC(=NN12)O[C@@H](C)CCC)N